5-((((3'-chloro-2'-(2-chloro-3-((3-fluoro-4-((((5-oxopyrrolidin-2-yl)methyl)amino)methyl)pyridin-2-yl)amino)phenyl)-6-methoxy-[2,4'-bipyridin]-5-yl)methyl)amino)methyl)pyrrolidin-2-one ClC=1C(=NC=CC1C1=NC(=C(C=C1)CNCC1CCC(N1)=O)OC)C1=C(C(=CC=C1)NC1=NC=CC(=C1F)CNCC1NC(CC1)=O)Cl